FC1CC(N(C1)C(CC1=NN=CN1C)=O)C(=O)NC(C1=CC=C(C=C1)C(C)C)C1=CC=CC=C1 4-fluoro-1-[2-(4-methyl-4H-1,2,4-triazol-3-yl)acetyl]-N-{phenyl-[4-(propan-2-yl)phenyl]methyl}pyrrolidine-2-carboxamide